(3R)-3-amino-7-(5-tert-butyl-1,3,4-oxadiazol-2-yl)-5-[(4-but-2-ynoxyphenyl)methyl]-1,1-dioxo-2,3-dihydro-1lambda6,5-benzothiazepin-4-one N[C@H]1CS(C2=C(N(C1=O)CC1=CC=C(C=C1)OCC#CC)C=C(C=C2)C=2OC(=NN2)C(C)(C)C)(=O)=O